OC(O)C(CCO)O dihydroxymethyl-1,3-propanediol